C=C(C)C=1C=NC=C(C1N)C(=C)C 3,5-bis(prop-1-en-2-yl)pyridin-4-amine